t-butyl {2-[(4-methylbenzene-1-sulfonyl)oxy]ethoxy}acetate CC1=CC=C(C=C1)S(=O)(=O)OCCOCC(=O)OC(C)(C)C